C1(=CC=C2C=CC3=CC=CC4=CC=C1C2=C34)CCCC(=O)NN 1-pyrenebutyryl-hydrazine